CC(CCCOC(C)=O)CC(C)C 4,6-Dimethylheptylacetat